(2-(1-chloro-2-methyl-1-naphthyl)propyl)quinoline ClC1(C(C=CC2=CC=CC=C12)C)C(CC1=NC2=CC=CC=C2C=C1)C